N1CCC2(CC1)OCCC1=CC=CC=C12 spiro[isochroman-1,4'-piperidine]